calcium oxyoxide O=O.[Ca]